FC(C1=CC=C(C(=N1)OCC)B1OC(C(O1)(C)C)(C)C)F 6-(difluoromethyl)-2-ethoxy-3-(4,4,5,5-tetramethyl-1,3,2-dioxaborolan-2-yl)pyridine